2-((6-(6-((4-cyano-2-methoxybenzyl)oxy)pyridin-2-yl)-3-azabicyclo[4.1.0]heptan-3-yl)methyl)-1-(((S)-oxetan-2-yl)methyl)-1H-benzo[d]imidazole-6-carboxylic acid C(#N)C1=CC(=C(COC2=CC=CC(=N2)C23CCN(CC3C2)CC2=NC3=C(N2C[C@H]2OCC2)C=C(C=C3)C(=O)O)C=C1)OC